6-(4-(aminomethyl)-4-methylpiperidin-1-yl)-3-(2,3-dichlorophenyl)pyrazine-2-carbonitrile NCC1(CCN(CC1)C1=CN=C(C(=N1)C#N)C1=C(C(=CC=C1)Cl)Cl)C